4-Chloro-3-(2-methylphenoxy)naphthalen ClC1=C(C=CC2=CC=CC=C12)OC1=C(C=CC=C1)C